((1R,5S,6r)-3-(3-(4-chloropyrazolo[1,5-a]pyridin-5-yl)-1H-pyrazolo[3,4-b]pyrazin-6-yl)-6-(4-methylthiazol-2-yl)-3-azabicyclo[3.1.0]hexan-6-yl)methanamine ClC=1C=2N(C=CC1C1=NNC3=NC(=CN=C31)N3C[C@H]1C([C@H]1C3)(C=3SC=C(N3)C)CN)N=CC2